ketotetrahydronorharmine COC1=CC2=C(C=C1)C3=C(N2)C(=O)NCC3